2-chloro-5-phenyl-9,9'-spirobi[fluorene] ClC1=CC=2C3(C4=CC=CC(=C4C2C=C1)C1=CC=CC=C1)C1=CC=CC=C1C=1C=CC=CC13